NC(C(=O)O)CC alpha-amino-n-butyric acid